BrC1=CC=C(C(=N1)Cl)C(=O)NS(=O)(=O)C1=CC=CC(=N1)NC(CC[C@H]1CC(N(C1)C(=O)OC(C)(C)C)(C)C)C1=NC=CC(=C1)C(C)(C)C tert-Butyl (4S)-4-[3-[[6-[(6-bromo-2-chloro-pyridine-3-carbonyl)sulfamoyl]-2-pyridyl]amino]-3-(4-tert-butyl-2-pyridyl)propyl]-2,2-dimethyl-pyrrolidine-1-carboxylate